Tert-butyl (3S)-3-[[(E)-N'-[(E)-3,3,3-trifluoro-1-[6-[(3S)-3-hydroxy-3-(trifluoromethyl) pyrrolidine-1-carbonyl]-1H-indol-3-yl]prop-1-enyl]carbamimidoyl]amino]piperidine-1-carboxylat FC(/C=C(\C1=CNC2=CC(=CC=C12)C(=O)N1C[C@@](CC1)(C(F)(F)F)O)/N=C(\N)/N[C@@H]1CN(CCC1)C(=O)OC(C)(C)C)(F)F